BrC(C)C=1C=C2C=CC=NC2=CC1F 6-(1-bromoethyl)-7-fluoroquinoline